ClC1=C(C(=O)NC=2C=C3C=C(N(C3=CC2)CCC)C(=O)NC2=CC(=CC=C2)F)C=C(C=C1)CNC(C(C)C)=O 5-(2-chloro-5-(isobutyrylaminomethyl)benzoylamino)-N-(3-fluorophenyl)-1-propyl-1H-indole-2-carboxamide